ClCC1=CC=C(C=C1)C1=NC=C(C(=O)[O-])C=C1 6-(4-(chloromethyl)phenyl)nicotinate